CC1=CNC2=C1N=CN=C2N 7-methyl-5H-pyrrolo[3,2-d]pyrimidin-4-amine